[I-].C1(CCCCC1)C(=O)OC(CCCCCCCCCCC)[N+]1(CCC=C(C1)C1=NSN=C1OCCCCCC)C 1-(1-((Cyclohexanecarbonyl)oxy)dodecyl)-5-(4-(hexyloxy)-1,2,5-thiadiazol-3-yl)-1-methyl-1,2,3,6-tetrahydropyridin-1-ium iodide